4-(4,4,5,5-tetramethyl-1,3,2-dioxaborolan-2-yl)-3-(trifluoromethyl)-1-trityl-pyrazole CC1(OB(OC1(C)C)C=1C(=NN(C1)C(C1=CC=CC=C1)(C1=CC=CC=C1)C1=CC=CC=C1)C(F)(F)F)C